COC(CCCOCC(=O)OCC)=O 4-(2-ethoxy-2-oxoethoxy)butyric acid methyl ester